7-(3-methylbenzyl)-4-(4-methoxybenzyl)-6,7,8,9-tetrahydroimidazo[1,2-a]pyrido[3,4-e]pyrimidine-5(4H)-one CC=1C=C(CN2CC=3C(N(C=4N(C3CC2)C=CN4)CC4=CC=C(C=C4)OC)=O)C=CC1